6-ethoxy-4-(6-(4-(4-ethynyl-2,6-difluorobenzoyl)piperazin-1-yl)pyridin-3-yl)pyrazolo[1,5-a]pyridine-3-carbonitrile C(C)OC=1C=C(C=2N(C1)N=CC2C#N)C=2C=NC(=CC2)N2CCN(CC2)C(C2=C(C=C(C=C2F)C#C)F)=O